10,11-dihydrodibenzo[a,d]-cyclohepten-5-one C1=CC=CC=2C(C3=C(CCC21)C=CC=C3)=O